O=C1OC(CN1C=1N=CC=2OCC(NC2N1)=O)CCNC(OC(C)(C)C)=O tert-butyl N-[2-[2-oxo-3-(7-oxo-8H-pyrimido[5,4-b][1,4]oxazin-2-yl)-1,3-oxazolidin-5-yl]ethyl]carbamate